ClC1=C(C=CC=C1)S(=O)(=O)NC1=C(C=C(C=C1)C=1C=C2C=NC(=NC2=C(C1)CC)NC1(CCCCC1)N(C)C)F 2-chloro-N-(4-(2-(((1r,4r)-(dimethyl-amino)cyclohexyl)-amino)-8-ethyl-quinazolin-6-yl)-2-fluorophenyl)-benzenesulfonamide